N-((S)-1-(5-(4-(((R)-1-cyanoethyl)amino)-6-(3-cyanopyrrolo[1,2-b]pyridazin-7-yl)pyridin-3-yl)-1,3,4-thiadiazol-2-yl)-3,3-difluoropiperidin-4-yl)acetamide C(#N)[C@@H](C)NC1=C(C=NC(=C1)C1=CC=C2N1N=CC(=C2)C#N)C2=NN=C(S2)N2CC([C@H](CC2)NC(C)=O)(F)F